(R)-2-(3,4-difluorophenyl)-5-(3,5-difluorophenyl)-2,5,6,7-tetrahydro-3H-pyrrolo[2,1-c][1,2,4]triazol-3-one FC=1C=C(C=CC1F)N1N=C2N(C1=O)[C@H](CC2)C2=CC(=CC(=C2)F)F